ClC(Cl)[SiH](OCC)OCC dichloromethyl-diethoxysilane